NC1=NC2=NC=C(N=C2C(=N1)O)CNC1=CC=C(C(=O)N[C@@H](CCC(NCCNC(=S)NC=2C=C3C(OC4(C5=CC=C(C=C5OC=5C=C(C=CC45)O)O)C3=CC2)=O)=O)C(=O)O)C=C1 N2-(4-(((2-amino-4-hydroxypteridin-6-yl)methyl)amino)benzoyl)-N5-(2-(3-(3',6'-dihydroxy-3-oxo-3H-spiro[isobenzofuran-1,9'-xanthen]-5-yl)thioureido)ethyl)-L-glutamine